chlorosulfonyl-styrene ClS(=O)(=O)C=CC1=CC=CC=C1